6-((3-fluorooxetan-3-yl)methoxy)-N-(2-methylpyrimidin-5-yl)isoquinolin-1-amine FC1(COC1)COC=1C=C2C=CN=C(C2=CC1)NC=1C=NC(=NC1)C